OCC[C@H](CC1=CC2=CC=CC=C2C=C1)NC(OC(C)(C)C)=O (S)-tert-butyl 4-hydroxy-1-(naphthalen-2-yl)butan-2-ylcarbamate